benzyl {2-[(2-aminoethyl)sulfonyl]ethyl}carbamate trifluoroacetate FC(C(=O)O)(F)F.NCCS(=O)(=O)CCNC(OCC1=CC=CC=C1)=O